C(C)OC(/C(/C(C)=O)=C/OC)=O (2E)-2-(methoxymethylene)-3-oxo-butanoic acid ethyl ester